2-[[(3R)-3-[[5-(4-chloro-2-hydroxy-6-methyl-phenyl)oxazolo[4,5-b]pyridin-2-yl]amino]-1-piperidyl]methyl]cyclobutanone ClC1=CC(=C(C(=C1)C)C1=CC=C2C(=N1)N=C(O2)N[C@H]2CN(CCC2)CC2C(CC2)=O)O